C(CC)C(C(=O)O)(C)OC.COC(C(=O)OCCC)C propyl 2-methoxypropionate (propyl 2-methoxypropionate)